NC=1C2=C(N=CN1)N(C(=C2C2=CC=C(C(=O)NCCO)C=C2)C2=CC=C(C=C2)NC(C(=C)C)=O)C 4-(4-amino-6-(4-methacrylamido-phenyl)-7-methyl-7H-pyrrolo[2,3-d]pyrimidin-5-yl)-N-(2-hydroxyethyl)benzamide